4,4-bischloromethylbiphenyl ClCC1(CC=C(C=C1)C1=CC=CC=C1)CCl